CC(C(=O)[O-])(CC(=O)[O-])CC alpha-methyl-alpha-ethylsuccinat